3-(2-pyridyl)oxazolidine-2-one tert-butyl-4-[4-[[8-cyclopropyl-6-(2,6-dichlorophenyl)-5-oxo-pyrido[4,3-d]pyrimidin-2-yl]amino]pyrazol-1-yl]piperidine-1-carboxylate C(C)(C)(C)OC(=O)N1CCC(CC1)N1N=CC(=C1)NC=1N=CC2=C(N1)C(=CN(C2=O)C2=C(C=CC=C2Cl)Cl)C2CC2.N2=C(C=CC=C2)N2C(OCC2)=O